C[C@@H]1O[C@@H](CN(C1)C1=NC2=C(N1C(=O)NCCC(C)C)C=CC=C2)C ((2S,6R)-2,6-Dimethylmorpholino)-N-iso-pentyl-1H-benzo[d]imidazole-1-carboxamide